2-((2R,3S)-3-(3,4-bis(benzyloxy)phenyl)-2,3-dihydroxypropyl)-benzene-1,3,5-triol C(C1=CC=CC=C1)OC=1C=C(C=CC1OCC1=CC=CC=C1)[C@@H]([C@@H](CC1=C(C=C(C=C1O)O)O)O)O